aluminum-nickel-copper-germanium [Ge].[Cu].[Ni].[Al]